[3-(4-chloro-2-fluorophenyl)-5-(2,4-difluorophenyl)-1,2-oxazol-4-yl](pyridin-3-yl)methanol nickel-iron [Fe].[Ni].ClC1=CC(=C(C=C1)C1=NOC(=C1C(O)C=1C=NC=CC1)C1=C(C=C(C=C1)F)F)F